(S)-2-((tert-butyloxycarbonyl)(methyl)amino)propionic acid C(C)(C)(C)OC(=O)N([C@H](C(=O)O)C)C